ClC1=C(C(=O)OC)C=C(C=C1)OC=1NC=2C(=NC(=C(C2)Cl)C2=CC=C(C=C2)C2=CC=C(C=C2)CN2CCN(CC2)CCOCCO)N1 methyl 2-chloro-5-((6-chloro-5-(4'-((4-(2-(2-hydroxyethoxy)ethyl)piperazin-1-yl)methyl)-[1,1'-biphenyl]-4-yl)-1H-imidazo[4,5-b]pyridin-2-yl)oxy)benzoate